BrC1=NNC2=NC(=NC(=C21)N)N(C2CCC(CC2)N2CCOCC2)C2=CC(=NS2)C 3-bromo-N6-(3-methylisothiazol-5-yl)-N'-((1r,4r)-4-morpholinocyclohexyl)-1H-pyrazolo[3,4-d]pyrimidine-4,6-diamine